1-[2-(diethylamino)ethyl]-3-butylimidazolium C(C)N(CCN1C=[N+](C=C1)CCCC)CC